ClC1=C(C=C(OC=2C=CC=C3CC(COC23)NC(C=C)=O)C=C1)C(F)(F)F N-[8-{4-chloro-3-(trifluoromethyl)phenoxy}chroman-3-yl]acrylamide